CN([Si](O[SiH3])(C)C)C 1-dimethylamino-1,1-dimethyl-disiloxane